11,21-Dimethyltritriacontane CC(CCCCCCCCCC)CCCCCCCCCC(CCCCCCCCCCCC)C